(4-nitrophenyl)(4-methoxyphenyl)methanone (S)-2-amino-3-oxo-3-((1-(m-tolyl)-1H-indazol-6-yl)amino)propyl-acetate hydrochloride Cl.N[C@@H](CCC(=O)O)C(NC1=CC=C2C=NN(C2=C1)C=1C=C(C=CC1)C)=O.[N+](=O)([O-])C1=CC=C(C=C1)C(=O)C1=CC=C(C=C1)OC